C(\C=C\C(=O)OCCC[Si](OC)(OC)OC)(=O)OCCC[Si](OC)(OC)OC bis(trimethoxysilyl propyl) fumarate